methylene-2-indolinone C=C1C(NC2=CC=CC=C12)=O